N-[[2-[2-(difluoromethoxy)-4-pyridyl]oxetan-2-yl]methyl]-6,6-difluoro-spiro[2.5]octane-2-carboxamide FC(OC1=NC=CC(=C1)C1(OCC1)CNC(=O)C1CC12CCC(CC2)(F)F)F